C(CC)(=O)SC S-methyl thiopropionate